But-3-en CCC=C